Nickel Aluminide [Al].[Ni]